FC1(CN(CCC1)CC[C@@H](C(=O)Br)NC)F (2S)-4-(3,3-difluoropiperidin-1-yl)-2-(methylamino)butanoic acid bromide